N-(4-fluoro-3-methylphenyl)-7,10a-dimethyl-2-(3-methyloxetane-3-carbonyl)-2,3,3a,4,10,10a-hexahydro-1H,7H-dipyrrolo[3,4-b:3',4'-f][1,4,5]oxathiazocine-8-carboxamide 5,5-dioxide FC1=C(C=C(C=C1)NC(=O)C=1N(C=C2C1OCC1(C(NS2(=O)=O)CN(C1)C(=O)C1(COC1)C)C)C)C